5-bromo-6-fluoro-1,2,4,9-tetrahydrospiro[carbazole-3,1'-cyclopropane]-8-carbonitrile BrC1=C2C=3CC4(CC4)CCC3NC2=C(C=C1F)C#N